FC1=C(C#N)C=CC(=C1)NC1=CC=C(C=C1)N1CCC(CC1)C(F)(F)F fluoro-4-((4-(4-(trifluoromethyl)piperidin-1-yl)phenyl)amino)benzonitrile